NC1=CC=CC(=N1)S(=O)(=O)NC(=O)C=1C(=NC(=CC1)C(C)(C)C)N1CCC(CC1)COC N-[(6-Amino-2-pyridyl)sulfonyl]-6-tert-butyl-2-[4-(methoxymethyl)-1-piperidyl]pyridin-3-carboxamid